(S)-1-allyl-7-((1-(4-(hex-5-enoyl)phenyl)ethyl)amino)-1,4-dihydro-2H-pyrimido[4,5-d][1,3]oxazin-2-one C(C=C)N1C(OCC2=C1N=C(N=C2)N[C@@H](C)C2=CC=C(C=C2)C(CCCC=C)=O)=O